((4aR,6aS,7S)-4a,6a-dimethyl-2-oxo-2,4a,4b,5,6,6a,7,8,9,9a,9b,10,11,11a-tetradecahydro-1H-indeno[5,4-f]quinolin-7-yl)methyl 2-((3-(trifluoromethyl)benzyl)oxy)acetate FC(C=1C=C(COCC(=O)OC[C@H]2CCC3[C@@]2(CCC2[C@]4(C=CC(NC4CCC23)=O)C)C)C=CC1)(F)F